2-(3-fluoro-5-methylphenyl)acetaldehyde FC=1C=C(C=C(C1)C)CC=O